FC(C(C(C(F)(F)F)(F)F)(F)F)(S(=O)(=O)[O-])F.C(C)(=O)OC1=CC=C(C=C1)[S+](C1=CC=CC=C1)C1=CC=C(C=C1)OC(C)=O bis[4-acetyloxyphenyl]phenylsulfonium perfluorobutanesulfonate